C1(CC1)COC1=[N+](C(=CC(=C1)C1=C(C=CC(=C1)NS(=O)(=O)CC)OC1=C(C=C(C=C1)F)F)C)[O-] 2-(cyclopropylmethoxy)-4-(2-(2,4-difluorophenoxy)-5-(ethylsulfonylamino)phenyl)-6-methylpyridine 1-oxide